1-(4-Methoxyphenyl)-3-(4-tert-butylphenyl)-propane-1,3-dione COC1=CC=C(C=C1)C(CC(=O)C1=CC=C(C=C1)C(C)(C)C)=O